N-benzyl-amphetamine C(C1=CC=CC=C1)NC(C)CC1=CC=CC=C1